(1S,2R,5R)-2-(((1,2-Dimethyl-1H-benzo[d]imidazol-5-yl)methyl)amino)-5-((2-methoxybenzyl)amino)cyclohexan-1-ol CN1C(=NC2=C1C=CC(=C2)CN[C@H]2[C@H](C[C@@H](CC2)NCC2=C(C=CC=C2)OC)O)C